N-(((2S,5R)-6-(benzyloxy)-7-oxo-1,6-diazabicyclo[3.2.1]octan-2-yl)(imino)methyl)-2-(4-methylpiperazin-1-yl)acetamide C(C1=CC=CC=C1)ON1[C@@H]2CC[C@H](N(C1=O)C2)C(NC(CN2CCN(CC2)C)=O)=N